C(C)[C@H]1CN(CCN1)[C@H]1CC[C@H](CC1)N1N=C(C=2C1=NC=NC2N)C2=C(C=C(C=C2)OC2=CC=CC=C2)F 1-((cis)-4-((S)-3-ethylpiperazin-1-yl)cyclohexyl)-3-(2-fluoro-4-phenoxyphenyl)-1H-pyrazolo[3,4-d]pyrimidin-4-amine